(S)-2-(8-(2,4-dioxotetrahydropyrimidin-1(2H)-yl)-10-methyl-1,2,4a,5-tetrahydrobenzo[b]pyrazino[1,2-d][1,4]oxazine-3(4H)-yl)acetate O=C1N(CCC(N1)=O)C=1C=C(C2=C(OC[C@H]3N2CCN(C3)CC(=O)[O-])C1)C